Cl.C(C)C1=C(C(=CC=C1)CC)NC=1NCCN1 N-(2,6-Diethylphenyl)-4,5-dihydro-1H-imidazol-2-amine hydrochloride